2-(5-amino-1H-indol-3-yl)-N-(1-(4-fluorobenzyl)-2-oxopyrrolidin-3-yl)-2-oxoacetamide NC=1C=C2C(=CNC2=CC1)C(C(=O)NC1C(N(CC1)CC1=CC=C(C=C1)F)=O)=O